7-((6-methoxy-2-methylpyridin-3-yl)sulfonyl)-7-azaspiro[3.5]nonan-2-one COC1=CC=C(C(=N1)C)S(=O)(=O)N1CCC2(CC(C2)=O)CC1